C(C)(C)(C)C1=C(C(=CC(=C1)CN(C)C)C(C)(C)C)O 2,6-Ditert-butyl-4-dimethylaminomethylphenol